ClC=1C=C(C=C2C=CC(=C(C12)P(C)(C)=O)F)OCOC (8-Chloro-2-fluoro-6-(methoxymethoxy)naphthalene-1-yl)dimethylphosphine oxide